C(C(C)C)(=O)OC1=CC(=CC(=C1)C=NC1=CC=C(C=C1)CN(CC)CC)Cl 3-chloro-5-((4-((diethyl-amino)methyl)phenyl-imino)methyl)phenyl isobutyrate